C(CCCCCCCCCCCCCCCCC)N[C@@H](CC1=CNC2=CC=CC=C12)C(=O)O N-stearyl-L-tryptophan